CSC1=CC=C(C=N1)C1=NNC(C=C1)=O 3-(6-(methylthio)pyridin-3-yl)-6-oxopyridazin